ClC=1C=C(C=NC1N1N=CC=N1)NC(=O)C1CC(C2=C1C=NC=1N2N=C(C1)C#N)(C)C N-(5-chloro-6-(2H-1,2,3-triazol-2-yl)pyridin-3-yl)-2-cyano-8,8-dimethyl-7,8-dihydro-6H-cyclopenta[e]pyrazolo[1,5-a]pyrimidine-6-carboxamide